ClC=1C(N(N=CC1N1C[C@@H](CC1)OC1=NC(=CC(=C1)C=1C(=NOC1C)C)F)CCO)=O (R)-4-chloro-5-(3-((4-(3,5-dimethylisoxazol-4-yl)-6-fluoropyridin-2-yl)oxy)pyrrolidin-1-yl)-2-(2-hydroxyethyl)pyridazin-3(2H)-one